7-Methyl-3-oxo-1,2,3,4-tetrahydrocyclopenta[b]indole-6-carboxylic acid CC1=CC=2C3=C(NC2C=C1C(=O)O)C(CC3)=O